C(C(C)(C)C)(=O)CC(C(C)(C)C)=O.C(C(C)(C)C)(=O)CC(C(C)(C)C)=O.C(C(C)(C)C)(=O)CC(C(C)(C)C)=O.C(C(C)(C)C)(=O)CC(C(C)(C)C)=O.[Zr] zirconium tetra(di-pivaloyl-methane)